2-(2-chloro-6-methoxyisonicotinamido)benzo[d]thiazole-5-carboxylic acid ClC=1C=C(C(=O)NC=2SC3=C(N2)C=C(C=C3)C(=O)O)C=C(N1)OC